N1CC(C1)N1CCC(CC1)C1=NN(C2=CC=C(C=C12)C=1SC2=C(N1)C=C(C(=C2C2=CC=C(C=C2)Cl)[C@@H](C(=O)OCC)OC(C)(C)C)C)C2CC2 ethyl (S)-2-(2-(3-(1-(azetidin-3-yl)piperidin-4-yl)-1-cyclopropyl-1H-indazol-5-yl)-7-(4-chlorophenyl)-5-methylbenzo[d]thiazol-6-yl)-2-(tert-butoxy)acetate